4-(4,4-difluoroazepan-1-yl)-6-methyl-2-(1-methyl-1H-pyrazol-4-yl)pyrimidine-5-carboxylic acid FC1(CCN(CCC1)C1=NC(=NC(=C1C(=O)O)C)C=1C=NN(C1)C)F